CN(C)C[B-](F)(F)F (dimethylamino)methyl-trifluoro-boranuide